C1(=CC=CC=C1)NCCC[Si](OC)(OC)C N-Phenyl-3-aminopropyl-methyldimethoxysilan